C(C)(C)C=C(C)[N+](=O)[O-] 1-isopropyl-2-nitropropene